[4-(3,4-dichloro-2-fluoro-anilino)-6-nitro-quinazolin-7-yl]trifluoromethanesulfonate ClC=1C(=C(NC2=NC=NC3=CC(=C(C=C23)[N+](=O)[O-])OS(=O)(=O)C(F)(F)F)C=CC1Cl)F